(oxazol-2-yl)-1H-pyrazole-5-carboxamide O1C(=NC=C1)N1N=CC=C1C(=O)N